(3-(3-carboxyphenylmethylaminocarbonyl)-2,5-dihydroxyphenyl)acetic acid C(=O)(O)C=1C=C(C=CC1)CNC(=O)C=1C(=C(C=C(C1)O)CC(=O)O)O